N1=CC(=CC=C1)C1=NOC(=N1)C=1C=CC2=C(C(CCO2)=O)C1 6-[3-(pyridin-3-yl)-1,2,4-oxadiazol-5-yl]-3,4-dihydro-2H-1-benzopyran-4-one